O.O.O.C(CCCCCC)(=O)[O-].[Ca+2].C(CCCCCC)(=O)[O-] calcium heptanate trihydrate